4-n-butylphenol CCCCC1C=CC(O)=CC=1